1-N-Propyl-hexahydro-1,4-diazepinon C(CC)N1C(CNCCC1)=O